[C@H](C)(CC)OC1=CC=C(C(=N)NO)C=C1 (S)-4-(sec-butoxy)-N-hydroxybenzamidine